FC1(CCN(CC1)C1=CC(=CC(=N1)C=1N=NN(C1)C1=C(C=C(C=C1)NS(=O)(=O)CCO)N1CCC2(CC2)CC1)F)F N-(4-(4-(6-(4,4-difluoropiperidin-1-yl)-4-fluoropyridin-2-yl)-1H-1,2,3-triazol-1-yl)-3-(6-azaspiro[2.5]octan-6-yl)phenyl)-2-hydroxyethane-1-sulfonamide